C(CC)OCOCCCC(CC(C)Cl)C 6-chloro-4-methylheptyl propoxymethyl ether